SCCCCCCS 1,6-dimercapto-hexane